NC=1C=2N(C3=C(N1)C=CC(=N3)C(=O)O)C=NC2 6-aminoimidazo[1,5-a]pyrido[3,2-e]pyrazine-2-carboxylic Acid